CC1=CC(=NN1)NC=1C2=C(N=C(N1)N[C@H]1CC[C@H](CC1)CC#N)NC=C2 cis-2-[4-[(4-[(5-methyl-1H-pyrazol-3-yl)amino]-7H-pyrrolo[2,3-d]pyrimidin-2-yl)amino]cyclohexyl]acetonitrile